3-(5-(3-benzhydryl-2-oxoimidazolidine-1-carbonyl)-1-oxoisoindolin-2-yl)piperidine-2,6-dione C(C1=CC=CC=C1)(C1=CC=CC=C1)N1C(N(CC1)C(=O)C=1C=C2CN(C(C2=CC1)=O)C1C(NC(CC1)=O)=O)=O